N1=CN=CC(=C1)NCC=1C=C(C(=O)N)C=CC1 3-((pyrimidin-5-ylamino)methyl)benzamide